(1R,2R)-N-(2-cyano-4-(6-((S)-1-hydroxypropyl)-4-methylpyridin-3-yl)imidazo[1,2-a][1,6]naphthyridin-8-yl)-2-fluorocyclopropane-1-carboxamide C(#N)C=1N=C2N(C3=CC(=NC=C3C=C2C=2C=NC(=CC2C)[C@H](CC)O)NC(=O)[C@@H]2[C@@H](C2)F)C1